C(C)(C)N1C(CC2=CC(=CC=C12)C=1C=C(C=NC1)C1=CN(C(C=C1)=O)C(C)C)=O 1-isopropyl-5-(1'-isopropyl-6'-oxo-1',6'-dihydro-[3,3'-bipyridin]-5-yl)indolin-2-one